8-amino-3-formyl-7-(3-methoxy-2,6-dimethylphenyl)-7H-imidazo[1,2-c]pyrrolo[3,2-e]pyrimidine-9-carboxamide NC1=C(C=2C=3N(C=NC2N1C1=C(C(=CC=C1C)OC)C)C(=CN3)C=O)C(=O)N